3'-methoxy-11',12'-dihydrospiro[pyrrolidine-3,10'-[1,4]diazepino[5',6':4,5]thieno[3,2-f]quinoxalin]-8'(9'H)-one COC1=NC=2C=CC3=C(C2N=C1)C1=C(S3)C(NC3(CN1)CNCC3)=O